N2-{2-(dimethylamino)ethyl}-N2-methyl-8-{4-(trifluoromethyl)phenoxy}-5,6,7,8-tetrahydroquinoline-2,5-diamine CN(CCN(C1=NC=2C(CCC(C2C=C1)N)OC1=CC=C(C=C1)C(F)(F)F)C)C